NC=1C=C(C(=O)NCC=2C=NC=CC2)C=C(C1)Cl 3-amino-5-chloro-N-(pyridin-3-ylmethyl)benzamide